[C@H]12C(C)(C)C(=C)[C@H](CC1)C2 (1S,4R)-(-)-Camphene